3'-chloro-3-aminobenzidine ClC=1C=C(C2=CC(=C(N)C=C2)N)C=CC1N